O1N=CNC1=S 1,2,4-oxadiazol-5(4H)-thione